[1-(2-amino-6-chloro-phenyl)-2-piperidyl]methanol NC1=C(C(=CC=C1)Cl)N1C(CCCC1)CO